C1(=CC=CC=C1)N(C=1C2(C3=CC4=CC=CC=C4C3=CC1)C=CC=C1C3=CC=CC=C3C=C12)C1=C(C(=CC=2C3=CC=CC=C3CC12)C)C (phenyl)(dimethylfluorenyl)(spirobifluorenyl)amine